ClC1=C(C=CC(=C1)Cl)[C@@H](C)OC=1C=2C(N=C(C1)N1CC(C1)[C@@H]1CN(CCC1)C1CC(C1)(C(=O)O)C)=CN(N2)C (1R,3r)-3-((R)-3-(1-(7-((R)-1-(2,4-dichlorophenyl)ethoxy)-2-methyl-2H-pyrazolo[4,3-b]pyridin-5-yl)azetidin-3-yl)piperidin-1-yl)-1-methylcyclobutane-1-carboxylic acid